ClC1=C(C(=CC=C1)F)C(=O)NC=1C=C(C2=C(NC(=N2)NC[C@@H]2OCCC2)C1)C(=O)NC1=C(C(=CC=C1)Cl)C 6-{[(2-chloro-6-fluorophenyl)carbonyl]amino}-N-(3-chloro-2-methylphenyl)-2-{[(2R)-tetrahydrofuran-2-ylmethyl]amino}-1H-benzimidazole-4-carboxamide